m-carbazolylphthalimide C1(=CC=CC=2C3=CC=CC=C3NC12)C1=C2C(C(=O)NC2=O)=CC=C1